Cl.NCC1(CCCCC1)O 1-(Aminomethyl)cyclohexan-1-ol hydrochloride